N-(1,1-dimethylsilinan-4-yl)-5-fluoro-4,6-dimethyl-1H-pyrrolo[2,3-b]pyridine-2-carboxamide C[Si]1(CCC(CC1)NC(=O)C1=CC=2C(=NC(=C(C2C)F)C)N1)C